(E)-7-(3-morpholinopropoxy)quinazoline-4,6-diamine O1CCN(CC1)CCCOC1=C(C=C2C(=NC=NC2=C1)N)N